CC1=CC=C(C=C(C=O)CCCCC)C=C1 2-(4-methylbenzylidene)heptanal